ClC1=NC=C(C(=C1)NCC[C@H](C)OC1=C(C=NN1C)C1=NC=CC(=N1)N)C1=NC=C(N=C1)OC1COC1 (S)-2-(5-((4-((2-Chloro-5-(5-(oxetan-3-yloxy)pyrazin-2-yl)pyridin-4-yl)amino)butan-2-yl)oxy)-1-methyl-1H-pyrazol-4-yl)pyrimidin-4-amine